N-[(4-cyclopropyl-3-fluorophenyl)(phenyl)methyl]-4-fluoro-1-{2-[2-oxo-4-(2,2,2-trifluoroethyl)piperazin-1-yl]acetyl}pyrrolidine-2-carboxamide C1(CC1)C1=C(C=C(C=C1)C(NC(=O)C1N(CC(C1)F)C(CN1C(CN(CC1)CC(F)(F)F)=O)=O)C1=CC=CC=C1)F